BrC=1C(=NC(=NC1)NC1=C(C=C(C=C1)N1CCN(CC1)C)CC)NCCCN(C(=O)C1COCC1)C N-(3-((5-bromo-2-((2-ethyl-4-(4-methylpiperazin-1-yl)phenyl)amino)pyrimidin-4-yl)amino)propyl)-N-methyltetrahydrofuran-3-carboxamide